O1CCC(CC1)C(=O)N(C=1SC(=C(N1)C(=O)NC1C(CC1)(C)C)C)C1=CC(=NC(=C1)F)F 2-{[(oxan-4-yl)carbonyl](2,6-difluoropyridin-4-yl)amino}-N-(2,2-dimethylcyclobutyl)-5-methylthiazole-4-carboxamide